tetramethyl-ammonium tetrafluoroaluminate F[Al-](F)(F)F.C[N+](C)(C)C